2-(7,8-difluoro-3-(methoxymethoxy)naphthalene-1-yl)-4,4,5,5-tetramethyl-1,3,2-dioxaborolane FC1=CC=C2C=C(C=C(C2=C1F)B1OC(C(O1)(C)C)(C)C)OCOC